C1(CC1)SC=1C=CC(=C(C1)C1=NN(C=C1NC(=O)C=1C=NN2C1N=CC=C2)CC=2N=NN(C2)C2CCN(CC2)C2COC2)OC(F)F N-[3-[5-cyclopropylsulfanyl-2-(difluoromethoxy)phenyl]-1-[[1-[1-(oxetan-3-yl)-4-piperidyl]triazol-4-yl]methyl]pyrazol-4-yl]pyrazolo[1,5-a]pyrimidine-3-carboxamide